N'-(3-methyl-2-hydroxybenzylidene)-2-(3-cyanophenoxy)butanoyl-hydrazine CC=1C(=C(C=NNC(C(CC)OC2=CC(=CC=C2)C#N)=O)C=CC1)O